tert-butyl (2R,3S,4S)-4-[(tert-butoxycarbonyl)oxy]-3-[({2-[2-(dimethylamino)ethoxy]ethyl}carbamoyl)oxy]-2-[(4-methoxyphenyl)methyl]pyrrolidine-1-carboxylate C(C)(C)(C)OC(=O)O[C@@H]1[C@H]([C@H](N(C1)C(=O)OC(C)(C)C)CC1=CC=C(C=C1)OC)OC(NCCOCCN(C)C)=O